(S)-1-(1-benzylpyrrolidine-3-yl)-3-(4-chlorophenyl)thiourea C(C1=CC=CC=C1)N1C[C@H](CC1)NC(=S)NC1=CC=C(C=C1)Cl